2-Chloro-4-((2-(2,2,2-trifluoroethyl)-1H-imidazol-4-yl)methyl)pyridine ClC1=NC=CC(=C1)CC=1N=C(NC1)CC(F)(F)F